1-[4-(7-phenyl-6,7,8,9-tetrahydro-3H-benzo[e]indazol-6-yl)phenyl]piperidine-4-carbaldehyde C1(=CC=CC=C1)C1C(C2=C(C=3C=NNC3C=C2)CC1)C1=CC=C(C=C1)N1CCC(CC1)C=O